ClC=1C=C(C=C2C=CC=NC12)C=1N=C(C(=NC1C1=CC=CC=C1)N)OCC1CN(C1)C 5-(8-chloroquinolin-6-yl)-3-((1-methylazetidin-3-yl)methoxy)-6-phenylpyrazin-2-amine